C(C)C1=C2C=CNC2=CC=C1OC=1C=C(C=CC1)C=1NC(=CN1)C(C=1C=C(C=CC1)CCC(=O)OC)O methyl 3-(3-((2-(3-((4-ethyl-1H-indol-5-yl)oxy)phenyl)-1H-imidazol-5-yl)(hydroxy)methyl)phenyl)propanoate